Isopropyl 1-aminocyclobutanecarboxylate hydrochloride Cl.NC1(CCC1)C(=O)OC(C)C